ethyl-2-(1-ethyl-hydroxy-2-nitrosohydrazino)-ethanamine C(C)C(CN(N(N=O)O)CC)N